methyl 2-fluoro-4-((1-(methoxy carbonyl)cyclobutyl)amino)benzoate FC1=C(C(=O)OC)C=CC(=C1)NC1(CCC1)C(=O)OC